ClC1=CC=C(C(=N1)C(=O)O)C(=O)O 6-chloropyridine-2,3-dicarboxylic acid